Cl.O=C1NC(CC[C@H]1NC1=CC(=C(C=C1)N1CCC(CC1)(O)CC(=O)O)F)=O (R)-2-(1-(4-((2,6-dioxopiperidin-3-yl)amino)-2-fluorophenyl)-4-hydroxypiperidin-4-yl)acetic acid hydrochloride